(S)-1-(6-amino-5-((2-amino-3-chloropyridin-4-yl)thio)pyrazin-2-yl)-1'H,3'H-spiro[piperidine-4,2'-pyrrolizin]-1'-amine NC1=C(N=CC(=N1)N1CCC2([C@@H](C3=CC=CN3C2)N)CC1)SC1=C(C(=NC=C1)N)Cl